C=CC(C(C=C)O)O 1,5-hexadien-3,4-diol